NC1=C(C=C(C=C1)Br)N1C(CCC1=O)=O 1-(2-amino-5-bromophenyl)pyrrolidine-2,5-dione